methyl 6-{6-azaspiro[2.5]oct-6-yl}-4-bromo-2-methylamino-3-nitrobenzoate C1CC12CCN(CC2)C2=CC(=C(C(=C2C(=O)OC)NC)[N+](=O)[O-])Br